BrCC1=CC(=C(C=C1)C=1N(C=C(N1)C(F)(F)F)C(C)C)OC 2-(4-(bromomethyl)-2-methoxyphenyl)-1-isopropyl-4-(trifluoromethyl)-1H-imidazole